CN1C(=NN=C1C)C1=CC(=C(C=C1)NC=1N=CC2=C(N1)C(=NC(=C2)C)N2CCC(CC2)(C#N)C)OCC 1-(2-((4-(4,5-dimethyl-4H-1,2,4-triazol-3-yl)-2-ethoxyphenyl)amino)-6-methylpyrido[3,4-d]pyrimidin-8-yl)-4-methylpiperidine-4-carbonitrile